phenyltri(dimethylsiloxy)silane C1(=CC=CC=C1)[Si](O[SiH](C)C)(O[SiH](C)C)O[SiH](C)C